CC1=C(OC2=C(C=CC=C2)O)C=CC=C1 (methylphenoxy)phenol